methylphenyl-glycine CN(CC(=O)O)C1=CC=CC=C1